FC1=CC=C(C=C1)C1=CC(=C(C=N1)CNC(C=C)=O)C1=NN(C=C1)CC1=NC=C(C=C1)F N-((6-(4-fluorophenyl)-4-(1-((5-fluoropyridin-2-yl)methyl)-1H-pyrazol-3-yl)pyridin-3-yl)methyl)acrylamide